4-((7-methoxy-1,3-benzodiazol-1-yl)methyl)phenylboronic acid COC1=CC=CC2=C1N(C=N2)CC2=CC=C(C=C2)B(O)O